2-[2-(Butane-1-sulfonyl)-phenyl]-2-(4-cyano-phenoxy)-N-(5,6-dimethoxy-benzothiazol-2-yl)-acetamide C(CCC)S(=O)(=O)C1=C(C=CC=C1)C(C(=O)NC=1SC2=C(N1)C=C(C(=C2)OC)OC)OC2=CC=C(C=C2)C#N